FC1(CCN(CCC1)C1=C(C(=O)NC=2C=C(C=CC2)[S@](=O)(C)=NC(OC(C)(C)C)=O)C(=C(C=N1)C=1C(=NN(C1C)C1OCCCC1)C)C)F tert-butyl ((1R)-(3-(2-(4,4-difluoroazepan-1-yl)-5-(3,5-dimethyl-1-(tetrahydro-2H-pyran-2-yl)-1H-pyrazol-4-yl)-4-methylnicotinamido)phenyl)(methyl)(oxo)-λ6-sulfaneylidene)carbamate